ClC1=NC=C(C(=N1)C=1C=C(C=CC1)N1C(C[C@@H](C1)O)=O)F (4S)-1-[3-(2-chloro-5-fluoro-pyrimidin-4-yl)phenyl]-4-hydroxy-pyrrolidin-2-one